N-(4-(4-amino-1-isopropyl-7-(4(R)-((1-methoxypropane-2(S)-yl)amino)cyclohex-1-en-1-yl)-1H-pyrazolo[4,3-c]pyridin-3-yl)-2-fluorophenyl)-2-chlorobenzenesulfonamide NC1=NC=C(C2=C1C(=NN2C(C)C)C2=CC(=C(C=C2)NS(=O)(=O)C2=C(C=CC=C2)Cl)F)C2=CC[C@@H](CC2)N[C@H](COC)C